[Cl-].C(C1CO1)[N+](CC1=CC=CC=C1)(CC1=CC=CC=C1)CCP(=O)(OOCC)OOCC N-glycidyl-N-(2-(diethoxyphosphono)ethyl)-N,N-dibenzylammonium chloride